4-(cyclopropylmethyl)-9-phenethyl-1-oxa-4,9-diazaspiro[5.5]undecane C1(CC1)CN1CCOC2(C1)CCN(CC2)CCC2=CC=CC=C2